7a-(4-(difluoromethyl)phenyl)-4b,5-dihydroxy-4-methoxy-7-phenyl-4b,6,7,7a-tetrahydro-5H-cyclopenta[4,5]furo[2,3-c]pyridine-6-carboxylate FC(C1=CC=C(C=C1)C12C(C3=C(C=NC=C3OC)O1)(C(C(C2C2=CC=CC=C2)C(=O)[O-])O)O)F